C(#N)CC=1C2=C(S(C1)(=O)=O)C(=CC=C2)NC2CCN(CC2)C(CN(C)C)=O 3-(cyanomethyl)-7-((1-(dimethylglycyl)piperidin-4-yl)amino)-1,1-dioxidobenzo[b]thiophen